(3R,5S)-6-chloro-3,5-dihydroxycaproic acid tert-butyl ester C(C)(C)(C)OC(C[C@@H](C[C@@H](CCl)O)O)=O